CN1C[C@@H](CCC1)NC1=C2C(=C(N=N1)C1=C(C=C(C=C1)C(F)(F)F)O)OCC2 (R)-2-(4-((1-methylpiperidin-3-yl)amino)-2,3-dihydrofuro[2,3-d]pyridazin-7-yl)-5-(trifluoromethyl)phenol